FC=1C=C(C=CC1)C=1C=C2C(=NC1)N(CN2CC=2C=NC=NC2)C 6-(3-Fluorophenyl)-3-methyl-1-(pyrimidin-5-ylmethyl)imidazo[4,5-b]pyridin